(R)-N-(1-hydroxypropan-2-yl)-3-methoxy-1-(4-(trifluoromethyl)piperidin-1-yl)isoquinoline-6-carboxamide OC[C@@H](C)NC(=O)C=1C=C2C=C(N=C(C2=CC1)N1CCC(CC1)C(F)(F)F)OC